tert-Butyl-(±)-trans-4-phenyl-N-[trans-3-(4-methylphenoxy)cyclobutyl]pyrrolidine-3-carboxamide C(C)(C)(C)N1C[C@H]([C@@H](C1)C1=CC=CC=C1)C(=O)N[C@@H]1C[C@H](C1)OC1=CC=C(C=C1)C |r|